(R)-2-(3-((5-chloro-4-((2-(isopropylsulfonyl)phenyl)amino)pyrimidin-2-yl)amino)pyrrolidin-1-yl)-1-(4-(piperazin-1-ylmethyl)piperidin-1-yl)ethan-1-one ClC=1C(=NC(=NC1)N[C@H]1CN(CC1)CC(=O)N1CCC(CC1)CN1CCNCC1)NC1=C(C=CC=C1)S(=O)(=O)C(C)C